nitropyrazolecarboxylate [N+](=O)([O-])C=1C(=NNC1)C(=O)[O-]